diazobisphenol [N+](=[N-])(C1=C(C=CC=C1)O)C1=C(C=CC=C1)O